C(C)(C)(C)OC(=O)N1C[C@@](CC1)(C=O)COCC (R)-3-(ethoxymethyl)-3-formylpyrrolidine-1-carboxylic acid tert-butyl ester